O1N=C(N=C1)C=1C=C2CN(CC2=CC1)C(=O)OC(C)(C)C tert-butyl 5-(1,2,4-oxadiazol-3-yl)isoindoline-2-carboxylate